O=C1NC(CCC1N1C(C2=CC=C(C=C2C1=O)N1CCC(CC1)CN1C(CC2=CC(=CC=C12)NC1=NC=C(C(=N1)NC1=C(C(=O)NC)C=CC=C1)C(F)(F)F)=O)=O)=O 2-((2-((1-((1-(2-(2,6-dioxopiperidin-3-yl)-1,3-dioxoisoindolin-5-yl)piperidin-4-yl)methyl)-2-oxoindolin-5-yl)amino)-5-(trifluoromethyl)pyrimidin-4-yl)amino)-N-methylbenzamide